(Z)-1-(2-Fluoro-4-(1-(4-(trifluoromethoxy)phenyl)-1H-1,2,4-triazol-3-yl)phenyl)-3-(3-(1-methyl-1H-indol-6-yl)-4-oxothiazolidin-2-ylidene)urea FC1=C(C=CC(=C1)C1=NN(C=N1)C1=CC=C(C=C1)OC(F)(F)F)NC(=O)\N=C\1/SCC(N1C1=CC=C2C=CN(C2=C1)C)=O